6,7-dihydro-5H-cyclopenta[c]pyridin-1-ol C1(=NC=CC2=C1CCC2)O